N1C=C(C2=CC=CC=C12)CCN(CCC1=CNC2=CC=CC=C12)C N-(2-(1H-indol-3-yl)ethyl)-2-(1H-indol-3-yl)-N-methylethan-1-amine